tert-butyl 8-(4-bromo-3-chloro-phenyl)-2-azaspiro[4.5]dec-7-ene-2-carboxylate BrC1=C(C=C(C=C1)C1=CCC2(CCN(C2)C(=O)OC(C)(C)C)CC1)Cl